N-[(1S)-1-(dicyclopropylmethyl)-2-[[3-fluoro-1-[1-[4-(2,2,2-trifluoroethyl)-1,2,4-triazol-3-yl]cyclopropyl]pyrazol-4-yl]amino]-2-oxo-ethyl]-2-isopropyl-pyrazole-3-carboxamide C1(CC1)C([C@@H](C(=O)NC=1C(=NN(C1)C1(CC1)C1=NN=CN1CC(F)(F)F)F)NC(=O)C=1N(N=CC1)C(C)C)C1CC1